N-[(1S,3S,4aR,9aS)-1-(hydroxymethyl)-3-[2-oxo-2-(1-piperidinyl)ethyl]-3,4,4a,9a-tetrahydro-1H-pyrano[3,4-b]benzofuran-6-yl]-4-oxanecarboxamide OC[C@@H]1O[C@@H](C[C@H]2[C@@H]1OC1=C2C=C(C=C1)NC(=O)C1CCOCC1)CC(N1CCCCC1)=O